C(CN(CC(=O)O)CC(=O)O)N(CC(=O)O)CC(=O)O.[Ag] Silver Ethylenediaminetetraacetic acid